(2S,3R,4S,5R)-3,4-dihydroxy-5-(hydroxymethyl)tetrahydrofuran-2-yl nicotinate C(C1=CN=CC=C1)(=O)O[C@@H]1O[C@@H]([C@H]([C@H]1O)O)CO